C(C)N1CC(C1)C1=C(C(=CC(=C1C#N)Cl)C(C)N1N=C(C=2C1=NC=NC2N)C)OCC Ethyl-3-{3-[1-(4-amino-3-methyl-1H-pyrazolo[3,4-d]pyrimidin-1-yl)ethyl]-5-chloro-6-cyano-2-ethoxyphenyl}azetidine